(S)-6-((3-amino-5-(6-amino-4,6-dihydrospiro[cyclopenta[d]thiazole-5,4'-piperidine]-1'-yl)pyrazin-2-yl)thio)-5-chloro-3-(2-hydroxy-2-methylpropyl)quinazolin-4(3H)-one NC=1C(=NC=C(N1)N1CCC2(CC1)[C@@H](C1=C(N=CS1)C2)N)SC=2C(=C1C(N(C=NC1=CC2)CC(C)(C)O)=O)Cl